C(C1=CC=CC=C1)N1C[C@H]([C@@H](C1)CC1=CC=CC=C1)C(=O)OC |r| Methyl (±)-trans-1,4-dibenzylpyrrolidine-3-carboxylate